ClC=1C(=C(C=CC1)CC1NCC(C12NC(OCC2)=O)(F)F)F 1-[(3-chloro-2-fluorophenyl)methyl]-4,4-difluoro-8-oxa-2,6-diazaspiro[4.5]decan-7-one